COC(C[C@@H](C1=C(C=CC(=C1)F)F)N(CCC(=O)OC)C(=O)OC(C)(C)C)=O (S)-3-((tert-butoxycarbonyl)(3-methoxy-3-oxopropyl)amino)-3-(2,5-difluorophenyl)propanoic acid methyl ester